C(CCCCCCCCCCCCCCCCCCC(=O)[O-])CCCCCCCCCCCCCCCCCC(=O)[O-] ethane-1,2-diyldistearate